6-fluoro-2-azaspiro[3.3]heptane FC1CC2(CNC2)C1